CC1(C2=CC=CC=C2C=2C=CC(=CC12)B(O)O)C 9,9-Dimethyl-2-fluorenylboronic acid